N1=CC=C(C=C1)CCCC1=CC=NC=C1 1,3-bis(4-pyridinyl)propane